C(#N)[C@H]1N(CC(C1)(F)F)C(CNC(=O)C1=CC=NC2=CC=C(C=C12)C=1C=CC(=NC1)C(=O)NCCN1CCN(CC1)C(=O)OC(C)(C)C)=O (S)-tert-Butyl 4-(2-(5-(4-(2-(2-cyano-4,4-difluoropyrrolidin-1-yl)-2-oxoethylcarbamoyl)quinolin-6-yl)picolinamido)ethyl)piperazine-1-carboxylate